ClC1=C(C=C(C=C1)Br)C(F)(F)F 1-chloro-4-bromo-2-(trifluoromethyl)benzene